C(#N)C=1C=C(C=CC1)N(C(=O)NC1CCC(CC1)O)CC12CCC(CC1)(CC2)C2=NOC(=N2)C(C)(C)F 1-(3-cyanophenyl)-1-((4-(5-(2-fluoropropan-2-yl)-1,2,4-oxadiazol-3-yl)bicyclo[2.2.2]octan-1-yl)methyl)-3-((1R,4R)-4-hydroxycyclohexyl)urea